C(C)(C)(C)C1=CC=C(C=C1)CNC(=O)C=1C=C2C(=NC1)NC(=N2)CC(=O)OCC ethyl 2-(6-{[(4-tert-butylphenyl)methyl]carbamoyl}-3H-imidazo[4,5-b]pyridin-2-yl)acetate